(S)-1-((2'-chloro-5'-fluoro-6-methyl-[2,4'-bipyridin]-5-yl)oxy)-2,4-dimethylpentan-2-amine ClC1=NC=C(C(=C1)C1=NC(=C(C=C1)OC[C@](CC(C)C)(N)C)C)F